4-(4-(3-(4-chloro-3-(trifluoromethyl)phenyl)-2-oxotetrahydroimidazol-1-yl)phenoxy)-N-methylpyridine-2-carboxamide ClC1=C(C=C(C=C1)N1C(N(CC1)C1=CC=C(OC2=CC(=NC=C2)C(=O)NC)C=C1)=O)C(F)(F)F